C(#C)C=1SC=C(N1)NC(=O)N[C@H](C(N1CCC2(CCCC2)CC1)=O)CO (S)-1-(2-ethynyl-thiazol-4-yl)-3-(3-hydroxy-1-oxo-1-(8-azaspiro[4.5]dec-8-yl)propan-2-yl)urea